(1-(6-bromo-3-cyanopyrazolo[1,5-a]pyridin-4-yl)-4-methylpiperidin-4-yl)carbamic acid tert-butyl ester C(C)(C)(C)OC(NC1(CCN(CC1)C=1C=2N(C=C(C1)Br)N=CC2C#N)C)=O